FCCN1N=C2C=CC(=CC2=C1)/C=C/C=1SC2=C(N1)C=CC(=C2)O (E)-2-(2-(2-(2-fluoroethyl)-2H-indazol-5-yl)vinyl)benzo[d]thiazol-6-ol